tri(dimethylamino)benzotriazol-1-yloxyphosphonium hexafluorophosphate F[P-](F)(F)(F)(F)F.CN(C)[P+](ON1N=NC2=C1C=CC=C2)(N(C)C)N(C)C